stearyl stearate isostearyl-isostearate C(CCCCCCCCCCCCCCC(C)C)OC(CCCCCCCCCCCCCCC(C)C)=O.C(CCCCCCCCCCCCCCCCC)(=O)OCCCCCCCCCCCCCCCCCC